C1(CC(C2=CC=3C(CC(C3C=C12)=O)=O)=O)=O 1,2,3,5,6,7-hexahydro-s-indacene-1,3,5,7-tetrone